CCCCCCCCC(CCCCCCCC)OC(CCCCCCCN(CCCCCCCC(=O)OCCC(CCCC)CCCC)CCCNC(=O)C1(CCC1)C)=O 3-Butylheptyl 8-((8-(heptadecan-9-yloxy)-8-oxooctyl)(3-(1-methylcyclobutane-1-carboxamido)propyl)amino)octanoate